3,5-dimethyl-morpholine CC1NC(COC1)C